tert-butyl (8-carbamoyl-5-(3-fluoro-2-methylphenyl)-2,3,4,9-tetrahydro-1H-carbazole-3-yl)carbamate C(N)(=O)C=1C=CC(=C2C=3CC(CCC3NC12)NC(OC(C)(C)C)=O)C1=C(C(=CC=C1)F)C